C(C)(C)(C)OC(=O)N[C@@H]1C[C@H](CCC1)C(=O)O trans-3-((tert-butoxycarbonyl)amino)cyclohexane-1-carboxylic acid